O=C1N(CCC(N1)=O)C=1C=CC2=C(N=C(S2)N2CCN(CC2)C(=O)OC(C)(C)C)C1 tert-butyl 4-(5-(2,4-dioxotetrahydropyrimidin-1(2H)-yl)benzo[d]thiazol-2-yl)piperazine-1-carboxylate